(2-aminomethyl-phenyl)-carbamic acid tert-butyl ester C(C)(C)(C)OC(NC1=C(C=CC=C1)CN)=O